C(C)(=O)NCC(=O)NCC(=O)O N-acetyl-glycyl-glycine